Molybdenum-oxide [Mo]=O